C(C)(C)(C)OC(=O)N1[C@H](CN(CC1)C=1C(=CC=2N=CN=C(C2N1)NC1=CC(=C(C=C1)OC1=CC=2N(C=C1)N=CN2)C)Br)CO (R)-4-(4-(4-([1,2,4]triazolo[1,5-a]pyridin-7-yloxy)-3-methylphenylamino)-7-bromopyrido[3,2-d]pyrimidin-6-yl)-2-(hydroxymethyl)piperazine-1-carboxylic acid tert-butyl ester